(3-Ethoxy-5-{6-[2-(7-fluoro-4-methoxy-2-methyl-indol-1-yl)-ethylamino]-pyrimidin-4-yl}-thiophen-2-yl)-acetic acid C(C)OC1=C(SC(=C1)C1=NC=NC(=C1)NCCN1C(=CC2=C(C=CC(=C12)F)OC)C)CC(=O)O